Cl.FC1=CC=C(C=C1)[C@@]1(CCOC2(CCCC2)C1)CCNCC1=C(C=CC=C1)C1=CC=NC=C1 (R)-2-(9-(4-fluorophenyl)-6-oxaspiro[4.5]decane-9-yl)-N-(2-(pyridine-4-yl)benzyl)ethylamine monohydrochloride